4-{[3-methoxy-4-(2-methyl-2H-1,2,3-triazol-4-yl)pyridin-2-yl]amino}-N-(2H3)methyl-6-[(1R,2R)-2-methylcyclopropaneamido]pyridazine-3-carboxamide COC=1C(=NC=CC1C1=NN(N=C1)C)NC1=C(N=NC(=C1)NC(=O)[C@H]1[C@@H](C1)C)C(=O)NC([2H])([2H])[2H]